C1(CCC1)C=1C(=NN(C1C1=CC(=C(C=C1)F)F)C)NC(C[C@@H](C(F)(F)F)OC)=O (S)-N-(4-cyclobutyl-5-(3,4-difluorophenyl)-1-methyl-1H-pyrazol-3-yl)-4,4,4-trifluoro-3-methoxybutanamide